(3r,3as,6s,6as)-6-((tert-butyldimethylsilyl)oxy)-3-(4-methoxyphenyl)hexahydrofuro[3,2-b]furan-3-ol [Si](C)(C)(C(C)(C)C)O[C@H]1CO[C@H]2[C@@H]1OC[C@]2(O)C2=CC=C(C=C2)OC